N-Boc-thioproline C(=O)(OC(C)(C)C)N1[C@@H](CSC1)C(=O)O